(2E,4E)-N-((S)-1-(((5S,8S,10S,E)-10-hydroxy-5-methyl-2,7-dioxo-1,6-diazacyclododec-3-en-8-yl)amino)-1-oxobutan-2-yl)-11-methyldodeca-2,4-dienamide O[C@@H]1C[C@@H](C(N[C@H](/C=C/C(NCC1)=O)C)=O)NC([C@H](CC)NC(\C=C\C=C\CCCCCC(C)C)=O)=O